5-bromo-1,2,3,4-tetrahydro-1,4-methanoisoquinoline BrC1=C2C3CNC(C2=CC=C1)C3